CC=1OC2=C(C1C(=O)N[C@H]1CN(CC1)C(=O)OC(C)(C)C)C=C(C=C2)OCC2=CC(=CC=C2)OC(F)(F)F tert-butyl (R)-3-(2-methyl-5-((3-(trifluoromethoxy)benzyl)oxy)benzofuran-3-carboxamido)pyrrolidine-1-carboxylate